C(C1=C(C(=CC(=C1)C)C(C)(C)C)O)C1=C(C(=CC(=C1)C)C(C)(C)C)O 2,2'-methylenebis(4-methyl-6-(tert-butyl)phenol)